CN1C=[N+](C=C1)CCCO 1-methyl-3-(3-hydroxypropyl)imidazolium